NCC1=CC=C(NC2=CC=C(C=C2)CCCCC)C=C1 4-(aminomethyl)-N-(4-pentylphenyl)aniline